(S)-6-(1-amino-1,3-dihydrospiro[indene-2,4'-piperidin]-1'-yl)-3-(9-methyl-2,9-dihydro-1H-carbazol-4-yl)-1,5-dihydro-4H-pyrazolo[3,4-d]pyrimidin-4-one N[C@@H]1C2=CC=CC=C2CC12CCN(CC2)C=2NC(C1=C(N2)NN=C1C1=CCCC=2N(C3=CC=CC=C3C12)C)=O